N-Fmoc-isatoic acid anhydride C(=O)(OCC1C2=CC=CC=C2C2=CC=CC=C12)N1C=2C(C(=O)OC1=O)=CC=CC2